NC=1C(=NC=CN1)S(=O)(=O)NC(=O)C=1C(=NC(=CC1)C1=CC=C(C=C1)OCC)N1CCC(CC1)C N-(3-Aminopyrazin-2-yl)sulfonyl-6-(4-ethoxyphenyl)-2-(4-methyl-1-piperidyl)pyridin-3-carboxamid